FC1=CC2=C(O[C@@H](C3=NC=CC=C3O2)CNC)C=C1 |o1:6| (R*)-1-(7-fluoro-11H-benzo[2,3][1,4]dioxepino[6,5-b]pyridin-11-yl)-N-methylmethanamine